N-[8-fluoro-2-methylimidazo[1,2-a]pyridin-6-yl]-5-[methyl(2,2,6,6-tetramethylpiperidin-4-yl)amino]cinnoline-8-carboxamide FC=1C=2N(C=C(C1)NC(=O)C=1C=CC(=C3C=CN=NC13)N(C1CC(NC(C1)(C)C)(C)C)C)C=C(N2)C